FC=1C=C(C=CC1)C([C@H]1[C@@H]2N(C(C=3N1N=CC(C3O)=O)=O)CCC2)C2=CC(=CC=C2)F (9aR,10S)-10-(bis(3-fluorophenyl)methyl)-4-hydroxy-8,9,9a,10-tetrahydro-7H-pyrrolo[1',2':4,5]pyrazino[1,2-b]pyridazine-3,5-dione